((3aR,4R,6R,6aR)-6-(4-aminopyrrolo[2,1-f][1,2,4]triazin-7-yl)-6-cyano-2,2-dimethyltetrahydrofuro[3,4-d][1,3]dioxol-4-yl)methyl isobutyl carbonate C(OC[C@H]1O[C@@]([C@@H]2OC(O[C@@H]21)(C)C)(C#N)C2=CC=C1C(=NC=NN12)N)(OCC(C)C)=O